C(C)(=O)N1[C@@H](CCC1)C1=NC2=C(C(N(C=C2C(F)(F)F)C2=NC(=CC(=C2)C2=C(C=C(C=C2)F)C2=NN=CN2C)C2CC2)=O)N1 2-[(2S)-1-acetylpyrrolidin-2-yl]-5-[6-cyclopropyl-4-[4-fluoro-2-(4-methyl-1,2,4-triazol-3-yl)phenyl]pyridin-2-yl]-7-(trifluoromethyl)-3H-imidazo[4,5-c]pyridin-4-one